O[C@H]1[C@H](C2=CC=CC=C2C1)NC(=O)[C@@H]1C(C[C@@H]2SCC[C@@H](C(N21)=O)NC([C@H](C)NC)=O)(C)C (4S,7S,9aS)-N-((1S,2R)-2-hydroxy-2,3-dihydro-1H-inden-1-yl)-8,8-dimethyl-4-((S)-2-(methylamino)propanamido)-5-oxooctahydropyrrolo[2,1-b][1,3]thiazepine-7-carboxamide